benzyl (2S,3R,5S)-4,4-difluoro-3-(methanesulfonamidomethyl)-2,5-dimethyl-piperidine-1-carboxylate FC1([C@@H]([C@@H](N(C[C@@H]1C)C(=O)OCC1=CC=CC=C1)C)CNS(=O)(=O)C)F